N-methylisoindoline-5-carboxamide CNC(=O)C=1C=C2CNCC2=CC1